O=S1(CCN(CC1)C(=O)C=1C=C2C=CC(=NC2=CC1)C=O)=O 6-(1,1-dioxidothiomorpholine-4-carbonyl)quinoline-2-carbaldehyde